C(CCC)C1CN=CC=2N1C(=C(N2)CO)F butyl-3-fluoro-2-(hydroxymethyl)-5,6-dihydroimidazo[1,2-a]pyrazine